C(C1=CC=CO1)C1=C(NC=C1)Br furfuryl-(bromoazol)